N-[(2-Amino-3-pyridyl)sulfonyl]-6-(5-fluoro-2-methoxyphenyl)-2-[(4S)-2,2,4-trimethylpyrrolidin-1-yl]pyridin-3-carboxamid NC1=NC=CC=C1S(=O)(=O)NC(=O)C=1C(=NC(=CC1)C1=C(C=CC(=C1)F)OC)N1C(C[C@@H](C1)C)(C)C